FC1=C(C(=CC=C1)C)N1CCC(CC1)N1C(N(C=2C(C1)=CN(N2)C2CN(C2)C)CC2=C(C=CC=C2)C(F)(F)F)=O 5-[1-(2-Fluoro-6-methyl-phenyl)-piperidin-4-yl]-2-(1-methyl-azetidin-3-yl)-7-(2-trifluoromethyl-benzyl)-2,4,5,7-tetrahydro-pyrazolo[3,4-d]pyrimidin-6-one